tris[2-(N,N-Dipropylamino)ethyl]amin C(CC)N(CCC)CCN(CCN(CCC)CCC)CCN(CCC)CCC